FC1=C(C(=O)NC2=NC=CC=C2)C=C(C=C1F)C=1C=NC=CC1C 2,3-difluoro-5-(4-methylpyridin-3-yl)-N-(pyridin-2-yl)benzamide